C(C(=C)C)(=O)OCCC[Si](OC)(OC)OC 3-(methacryloyloxy)propyltrimethoxySilane